ethyl (S)-6-bromo-5-methyl-3-(3-methyl-4-oxo-2-oxa-8-azaspiro[4.5]decan-8-yl)pyrazine-2-carboxylate BrC1=C(N=C(C(=N1)C(=O)OCC)N1CCC2(C([C@@H](OC2)C)=O)CC1)C